OC=1C=CC=2C3(C4=CC=C(C=C4OC2C1)O)OC(C1=CC=CC=C13)=O 3',6'-dihydroxyspiro[isobenzofuran-1(3H),9'-(9H)xanthen]-3-one